7-(4-Amino-2,6-difluorophenoxy)-3,4-dihydroisoquinolin-1(2H)-one NC1=CC(=C(OC2=CC=C3CCNC(C3=C2)=O)C(=C1)F)F